C(C)(=O)NC1=CC=NN1C1=NN=C(S1)NC(=O)C1=CC(=C(C(O1)=O)OCCOC)NC1=NC=CC=C1F N-(5-(5-acetamido-1H-pyrazol-1-yl)-1,3,4-thiadiazol-2-yl)-4-((3-fluoropyridin-2-yl)amino)-3-(2-methoxyethoxy)-2-oxo-2H-pyran-6-carboxamide